2-(((R)-1-(2-((S)-4-(4-cyanophenyl)-3-methylpiperazin-1-yl)-3,7-dimethyl-4-oxo-4H-pyrido[1,2-a]pyrimidin-9-yl)ethyl)amino)benzoic acid C(#N)C1=CC=C(C=C1)N1[C@H](CN(CC1)C=1N=C2N(C(C1C)=O)C=C(C=C2[C@@H](C)NC2=C(C(=O)O)C=CC=C2)C)C